5,6-difluoro-thieno[3,2-b]thiophene-2-carboxylic acid FC1=C(C=2SC(=CC2S1)C(=O)O)F